O=C1NC2=CC=CC=C2C(C1)CNC(OC(C)(C)C)=O tert-butyl ((2-oxo-1,2,3,4-tetrahydroquinolin-4-yl)methyl)carbamate